CC1=C(C(=CC(=C1)CC1=CN(C2=CC=CC=C12)S(=O)(=O)C1=CC=C(C)C=C1)C)O 2,6-dimethyl-4-((1-p-toluenesulfonyl-1H-indol-3-yl)methyl)phenol